C1(CCCCC1)N1CC(C1)N1CC(C1)(C(=O)N(C1=CC(=CC=C1)F)CC1=NC=C(C=C1)C=1OC(=NN1)C(F)F)F 1'-cyclohexyl-N-((5-(5-(difluoromethyl)-1,3,4-oxadiazol-2-yl)pyridin-2-yl)methyl)-3-fluoro-N-(3-fluorophenyl)-[1,3'-biazetidine]-3-carboxamide